2-(trans-4-aminocyclohexyl)-5-chloro-N4-(2-(1-methyl-1H-1,2,4-triazol-3-yl)phenyl)pyrimidine-2,4-diamine N[C@@H]1CC[C@H](CC1)C1(NC=C(C(=N1)NC1=C(C=CC=C1)C1=NN(C=N1)C)Cl)N